6-(4-fluorophenyl)-4-phenyl-1,3,5-triazin-2(1H)-one FC1=CC=C(C=C1)C1=NC(=NC(N1)=O)C1=CC=CC=C1